NC(C)C1=CC=C(C=C1)F (1-aminoethyl)4-fluorobenzene